COC1=CC=C(CN2C3=NC(=NC(=C3N=C2)N2C3=C(OCC2)C=NC=C3)C3=NC(=CC=C3)C)C=C1 1-(9-(4-methoxybenzyl)-2-(6-methylpyridin-2-yl)-9H-purin-6-yl)-2,3-dihydro-1H-pyrido[3,4-b][1,4]oxazine